1-phenyl-2-((4-(trifluoromethyl)phenyl)sulfonyl)ethane-1-one C1(=CC=CC=C1)C(CS(=O)(=O)C1=CC=C(C=C1)C(F)(F)F)=O